[Si](C1=CC=CC=C1)(C1=CC=CC=C1)(C(C)(C)C)OC[C@H]1C[C@H](CCC1)OC1=C(C=CC(=C1)C)S(=O)(=O)CCC(=O)OC[C@@H](CCCC)CC |o1:19,21,&1:42| (RS)-2-ethylhexyl 3-((2-(((1S*,3R*)-3-(((tert-butyldiphenylsilyl)oxy)methyl)cyclohexyl)oxy)-4-methylphenyl)sulfonyl)propanoate